N1=CC=CC2=C1NC=1CCNCCC12 5,6,7,8,9,10-hexahydropyrido[3',2':4,5]pyrrolo[2,3-d]azepine